2-(p-iodophenyl)-3-(p-nitrophenyl)5-phenyltetrazolium chloride [Cl-].IC1=CC=C(C=C1)N1[NH2+]C(=NN1C1=CC=C(C=C1)[N+](=O)[O-])C1=CC=CC=C1